C(CCCCCC(=O)OCC(CCCCCC)CCCC)(=O)OCC(COC(CCC(OCCCC\C=C/CC)OCCCC\C=C/CC)=O)COC(=O)OCC1CN(CCC1)CC 1-(3-((4,4-bis(((Z)-oct-5-en-1-yl)oxy)butanoyl)oxy)-2-(((((1-ethylpiperidin-3-yl)methoxy)carbonyl)oxy)methyl)propyl) 7-(2-butyloctyl) heptanedioate